CC=1C(=NC(=NC1)NC1=CC=NN1C)C1=CC=2C(N(CCC2S1)C(C(=O)[O-])C)=O 2-(2-(5-methyl-2-((1-methyl-1H-pyrazol-5-yl)amino)pyrimidin-4-yl)-4-oxo-6,7-dihydrothieno[3,2-c]pyridin-5(4H)-yl)propionate